NC1=NC=2C=C(C=CC2C2=C1C=NN2C)CN(C(=O)C=2C=NC(=CC2)C2CCC2)C2=C(C=C(C=C2)F)S(=O)(=O)C N-({4-amino-1-methyl-1H-pyrazolo[4,3-c]quinolin-7-yl}methyl)-6-cyclobutyl-N-(4-fluoro-2-methanesulfonylphenyl)pyridine-3-carboxamide